1-(3-bromo-5-methoxyphenyl)-3-[3-chloro-2-(2-hydroxyethyl)phenyl]urea BrC=1C=C(C=C(C1)OC)NC(=O)NC1=C(C(=CC=C1)Cl)CCO